(S)-2-amino-3-(benzo[b]thiophen-5-yl)propanoic acid N[C@H](C(=O)O)CC1=CC2=C(SC=C2)C=C1